C(C)(C)(C)[Si](OC[C@@H]1C=C[C@H](CO1)NC(OC(C)(C)C)=O)(C)C tert-butyl ((3R,6S)-6-(((tertbutyldimethylsilyl)oxy)methyl)-3,6-dihydro-2H-pyran-3-yl)carbamate